N1C(CC1)C1=NNC(C2=CC=C(C=C12)C=1C=NN(C1C1=C(C2=C(S1)C=CC=C2)C#N)C)=O 2-(4-(4-(azetidin-2-yl)-1-oxo-1,2-dihydrophthalazin-6-yl)-1-methyl-1H-pyrazol-5-yl)benzo[b]thiophene-3-carbonitrile